OCC1=C2C(=CC=C1)N(C(C21CCN(CC1)C(=O)C=1C=C2C=NNC2=CC1)=O)CC(=O)NCC(F)(F)F 2-(4-(hydroxymethyl)-1'-(1H-indazole-5-carbonyl)-2-oxospiro[indoline-3,4'-piperidin]-1-yl)-N-(2,2,2-trifluoroethyl)acetamide